2,5-dioxopyrrolidin-1-yl 2-acetoxy-5-butyrylaminobenzoate C(C)(=O)OC1=C(C(=O)ON2C(CCC2=O)=O)C=C(C=C1)NC(CCC)=O